tert-butyl N-[[4-[[2-(tert-butoxycarbonylamino)-5-(2-cyclopropylethynyl)phenyl]carbamoyl]phenyl]-methyl-oxo-sulfanylidene]carbamate C(C)(C)(C)OC(=O)NC1=C(C=C(C=C1)C#CC1CC1)NC(=O)C1=CC=C(C=C1)S(=NC(OC(C)(C)C)=O)(=O)C